(S)-5-methyl-7-ethynyl-3-(tritylamino)-2,3-dihydrobenzo[b][1,4]oxazepine CN1C2=C(OC[C@H](C1)NC(C1=CC=CC=C1)(C1=CC=CC=C1)C1=CC=CC=C1)C=CC(=C2)C#C